BrC1=CC=C(C=C1)NC(=O)NC1=CC=C(C=C1)\C=C\C(N1CCC=CC1=O)=O (E)-1-(4-bromophenyl)-3-(4-(3-oxo-3-(6-oxo-3,6-dihydropyridin-1(2H)-yl)prop-1-en-1-yl)phenyl)urea